N1N=CC2=C1NC(C=C2)=O 1,7-dihydro-6H-pyrazolo[3,4-b]Pyridin-6-one